dimethyl-vinyl-sodium CC(=C[Na])C